1,3-dineopentoxypropane C(C(C)(C)C)OCCCOCC(C)(C)C